[Si](O)(O)(O)O.N1CCCCC1.N1CCCCC1.N1CCCCC1.N1CCCCC1 tetrapiperidine silicate